O[C@H](CO)C1=C2C(=NC=C1)N(N=C2CNC(=O)C2=CCC2)C2=CC=C(C=C2)OC(F)(F)F (S)-N-((4-(1,2-Dihydroxyethyl)-1-(4-(trifluoromethoxy)phenyl)-1H-pyrazolo[3,4-b]pyridin-3-yl)methyl)cyclobut-1-enecarboxamide